7-methoxy-4-(pyrazin-2-ylethynyl)isoquinoline COC1=CC=C2C(=CN=CC2=C1)C#CC1=NC=CN=C1